F[P-](F)(F)(F)(F)F.C(C)(=O)NC1=CC=C(C=C1)[S+](C1=CC=CC=C1)C1=CC=CC=C1 4-acetamidophenyl-diphenylsulfonium hexafluorophosphate